ethyn C#C